S=C1CCCN1 5-thioxopyrrolidine